CN(C(\C=C\C(=O)O)=O)CCCCCCCCCCCCCCCCC N-methyl-N-n-heptadecyl-fumaric acid amide